tert-butyl (2-amino-5-(4-hydroxy-[1,4'-bipiperidin]-1'-yl)phenyl)carbamate NC1=C(C=C(C=C1)N1CCC(CC1)N1CCC(CC1)O)NC(OC(C)(C)C)=O